C12(CC(C1)C2)N2[C@@H](C=1NC3=CC=CC=C3C1C[C@H]2C)C2=C(C=C(C=C2F)/C=C/C(=O)OCC)F Ethyl (E)-3-(4-((1R,3R)-2-(Bicyclo[1.1.1]pentan-1-yl)-3-methyl-2,3,4,9-tetrahydro-1H-pyrido[3,4-b]indol-1-yl)-3,5-difluorophenyl)acrylate